(1-methylpyrrolidine-2-yl)acrylic acid CN1C(CCC1)C(C(=O)O)=C